C(C)C1=CC(=C(C=2N1N=C(C2)C2=C(C=C(C=C2)[C@H]2[C@@H](C2)C(=O)OCC)F)OC)C(=O)N2[C@@H](C1=CC=CC=C1CC2)C Ethyl trans-2-(4-{7-ethyl-4-methoxy-5-[(1R)-1-methyl-1,2,3,4-tetrahydroisoquinoline-2-carbonyl]pyrazolo[1,5-a]pyridin-2-yl}-3-fluorophenyl)cyclopropane-1-carboxylate